tert-butyl (2-(5-(1-hydroxyethyl)thiophen-2-yl)ethyl)carbamate OC(C)C1=CC=C(S1)CCNC(OC(C)(C)C)=O